tert-butyl (S)-2-((tosyloxy)methyl)morpholine-4-carboxylate S(=O)(=O)(C1=CC=C(C)C=C1)OC[C@@H]1CN(CCO1)C(=O)OC(C)(C)C